tert-butyl 7-(7-{2,8-dimethylimidazo[1,2-b]pyridazin-6-yl}-4-oxoquinazolin-3-yl)-4-azaspiro[2.5]octane-4-carboxylate CC=1N=C2N(N=C(C=C2C)C2=CC=C3C(N(C=NC3=C2)C2CCN(C3(CC3)C2)C(=O)OC(C)(C)C)=O)C1